N-(5-chloro-2-(4-hydroxy-4-methylpiperidin-1-yl)phenyl)-5-(pyridin-4-yl)furan-2-carboxamide ClC=1C=CC(=C(C1)NC(=O)C=1OC(=CC1)C1=CC=NC=C1)N1CCC(CC1)(C)O